CC1=NC(=NC2=CC=CC=C12)N methyl-aminoquinazoline